BrC=1C(=NC(=NC1)C#N)OC 5-Bromo-4-methoxy-2-pyrimidinecarbonitrile